phenylacetaldehyde (phenyl acetate) C1(=CC=CC=C1)CC(=O)O.C1(=CC=CC=C1)CC=O